3-(3-(Hydroxymethyl)pyridin-2-yl)tetrahydro-2H-pyran-3-ol OCC=1C(=NC=CC1)C1(COCCC1)O